N-(6-chloropyridin-3-yl)-6-((1-ethynylcyclopropyl)methoxy)isoquinolin-1-amine ClC1=CC=C(C=N1)NC1=NC=CC2=CC(=CC=C12)OCC1(CC1)C#C